(3S,4R)-3-fluoro-1-(4-(5-isopropyl-8-((2R,3S)-2-methyl-3-(methylsulfonylmethyl)azetidin-1-yl)-2,6-naphthyridin-3-ylamino)pyrimidin-2-yl)-4-methylpiperidin-4-ol F[C@H]1CN(CC[C@]1(O)C)C1=NC=CC(=N1)NC=1N=CC2=C(C=NC(=C2C1)C(C)C)N1[C@@H]([C@H](C1)CS(=O)(=O)C)C